FC(C[C@@H](C(=O)NC1=NC=CC(=C1)C1=C(C2=NC(=CC(=C2N1)O[C@@H]1COCC1)F)C1=NC=CC=C1)C1=CC=C(C=C1)F)F |o1:3| (2R or S)-4,4-difluoro-N-{4-[5-fluoro-7-{[(3S)-oxolan-3-yl]oxy}-3-(pyridin-2-yl)-1H-pyrrolo[3,2-b]pyridin-2-yl]pyridin-2-yl}-2-(4-fluorophenyl)butanamide